NC1=NC(=CC(=N1)N1CCC2(C[C@H](NC2)C(=O)O)CC1)O[C@@H](C(F)(F)F)C1=CC=C(C=C1)C=1C=C2C=C(C=NC2=CC1)F (S)-8-(2-amino-6-((R)-2,2,2-trifluoro-1-(4-(3-fluoroquinolin-6-yl)phenyl)ethoxy)pyrimidin-4-yl)-2,8-diazaspiro[4.5]decane-3-carboxylic acid